C(C=1C(C(=O)OCCCC)=CC=CC1)(=O)OOC(C=C)=O acryloyloxy butyl phthalate